C(C1=CC=CC=C1)OCCCOC1=C(C=CC(=C1)C1=NN(C2=CN=C(C=C21)Br)S(=O)(=O)C2=CC=C(C)C=C2)N2CCOCC2 4-(2-(3-(benzyloxy)propoxy)-4-(5-bromo-1-tosyl-1H-pyrazolo[3,4-c]pyridin-3-yl)phenyl)morpholine